6-(Difluoromethyl)-N-[6-(2-hydroxy-prop-2-yl)-1H-indazol-5-yl]pyridine-2-carboxamide FC(C1=CC=CC(=N1)C(=O)NC=1C=C2C=NNC2=CC1C(C)(C)O)F